4-[[(5R)-3-(3,5-difluorophenyl)-5-methyl-4H-isoxazol-5-carbonyl]amino]cyclopent-2-ene FC=1C=C(C=C(C1)F)C1=NO[C@](C1)(C(=O)NC1C=CCC1)C